tert-butyl 4-(5-((2,6-bis(benzyloxy)pyridin-3-yl)amino)pyrazin-2-yl)-5,6-dihydropyridine-1(2H)-carboxylate C(C1=CC=CC=C1)OC1=NC(=CC=C1NC=1N=CC(=NC1)C1=CCN(CC1)C(=O)OC(C)(C)C)OCC1=CC=CC=C1